N(=[N+]=[N-])P(=O)(C)OC1=C2C=CNC2=CC=C1 4-[Azido(methyl)phosphoryl]oxy-1H-indole